Geranyl formate ((E)-3,7-dimethylocta-2,6-dien-1-yl formate) C\C(=C/CC(=O)O)\CCC=C(C)C.C(=O)OC\C=C(/C)\CCC=C(C)C